1-(3,5-difluorophenyl)-2-((2-fluoro-3-methyl-4-(4,4,5,5-tetramethyl-1,3,2-dioxaborolan-2-yl)phenyl)amino)-2-oxoethyl acetate C(C)(=O)OC(C(=O)NC1=C(C(=C(C=C1)B1OC(C(O1)(C)C)(C)C)C)F)C1=CC(=CC(=C1)F)F